1-(5-(isopropylsulfanyl)-4-(3-methoxyphenyl)thiazol-2-yl)-3-methyl-4-(2-(methylsulfonyl)benzyl)-1H-pyrazole-5-carboxylic acid C(C)(C)SC1=C(N=C(S1)N1N=C(C(=C1C(=O)O)CC1=C(C=CC=C1)S(=O)(=O)C)C)C1=CC(=CC=C1)OC